CN(CCCOC1=CC2=C(N=C(O2)C2=CC=C(OCCCN(C)C)C=C2)C=C1)C 3-[4-(6-(3-(dimethylamino)propoxy)benzo[d]oxazol-2-yl)phenoxy]-N,N-dimethylpropan-1-amine